6-[5-(difluoromethyl)-1,3,4-oxadiazol-2-yl]-2-[(1RS,2RS)-2-(6-fluoropyridin-2-yl)-2-hydroxy-1-(pyridin-2-yl)ethyl]-2,3-dihydro-1H-isoindol-1-one FC(C1=NN=C(O1)C1=CC=C2CN(C(C2=C1)=O)[C@@H]([C@@H](O)C1=NC(=CC=C1)F)C1=NC=CC=C1)F |r|